5-[4-(dimethoxymethyl)-1-piperidyl]-2-nitro-aniline COC(C1CCN(CC1)C=1C=CC(=C(N)C1)[N+](=O)[O-])OC